2-(4-fluoroindolin-5-yl)-N-(3-(4-fluoropiperidin-1-yl)propyl)benzo[d]imidazo[2,1-b]thiazole-7-carboxamide FC1=C2CCNC2=CC=C1C=1N=C2SC3=C(N2C1)C=CC(=C3)C(=O)NCCCN3CCC(CC3)F